CC=1C=CC=C2C(=CNC12)CC(=O)O 7-Methylindole-3-acetic acid